O1[C@@H](COCC1)COC1=NN=C(S1)NC(=O)C=1C=NC(=CC1C1=CC(=NC=C1OC)Cl)COC (S)-N-(5-((1,4-dioxan-2-yl)methoxy)-1,3,4-thiadiazol-2-yl)-2'-chloro-5'-methoxy-6-(methoxymethyl)-(4,4'-bipyridine)-3-carboxamide